C1(=CC=CC=C1)N1CCN(CC1)CC1=C(N=C2N1C=CC=C2)C2=CC=C(C=C2)NC(\C=C\C=2C=C(C=CC2)C)=O (E)-N-(4-(3-((4-phenylpiperazin-1-yl)methyl)imidazo[1,2-a]pyridin-2-yl)phenyl)-3-(m-tolyl)acrylamide